2-[2-(4-heptylphenyl)ethyl]-6-hydroxy-benzoic acid C(CCCCCC)C1=CC=C(C=C1)CCC1=C(C(=O)O)C(=CC=C1)O